6-bromo-4-fluoro-1-(propan-2-yl)-1H-benzimidazole BrC=1C=C(C2=C(N(C=N2)C(C)C)C1)F